C(#N)C1=CC(=C(C=C1)C1=CC=CC=C1)NS(=O)(=O)C=1C=C(C(=O)OC)C=CC1OC methyl 3-(N-(4-cyano-[1,1'-biphenyl]-2-yl)sulfamoyl)-4-methoxybenzoate